CN1OCCB1 (R)-Methyl-oxazaborolidine